ClC=1C=CC2=C(N=C(O2)C2CC3(CC(C3)NC(=O)C=3OC(=CC3)S(NC(=O)C3CS(C3)(=O)=O)(=O)=O)C2)C1 N-[6-(5-chloro-1,3-benzoxazol-2-yl)spiro[3.3]heptane-2-yl]-5-[(1,1-dioxothietane-3-carbonyl)sulfamoyl]furan-2-carboxamide